C1(CC1)C=1C=NN2C1N=C(C=C2N(C(OC(C)(C)C)=O)CC2=CC=C(C=C2)C2=NC=CC=C2)C2=CC=NN2 tert-butyl (3-cyclopropyl-5-(1H-pyrazol-5-yl)pyrazolo[1,5-a]pyrimidin-7-yl)(4-(pyridin-2-yl)benzyl)carbamate